O1C(=CC=C1)C1=CC=C(C=N1)CN1C2CNCC1C2 6-((6-(furan-2-yl)pyridin-3-yl)methyl)-3,6-diazabicyclo[3.1.1]heptane